2-chloro-4-methyl-6-[4-(trifluoromethyl)phenyl]pyrimidine ClC1=NC(=CC(=N1)C)C1=CC=C(C=C1)C(F)(F)F